N1=C(C(=O)OCCC)C=CC(C(=O)OCCC)=C1 di-normal-propyl isocinchomeronate